5-(imidazo[1,2-a]pyrimidin-6-yl)-N-(cis-4-methoxycyclohexyl)-7H-pyrrolo[2,3-d]pyrimidin-2-amine N=1C=CN2C1N=CC(=C2)C2=CNC=1N=C(N=CC12)N[C@@H]1CC[C@@H](CC1)OC